CC(CCCC)(N)N Methyl-pentandiamine